3-(4-(2-(3,5-dichloro-4-(2-chloroethoxy)phenyl)propan-2-yl)benzyl)-5,5-dimethyl-1-(methylsulfonyl)imidazolidine-2,4-dione ClC=1C=C(C=C(C1OCCCl)Cl)C(C)(C)C1=CC=C(CN2C(N(C(C2=O)(C)C)S(=O)(=O)C)=O)C=C1